ClCCSC=1NC(C(=C(N1)C1=CC(=C(C=C1)OC)OC)C#N)=O 2-((2-Chloroethyl)thio)-4-(3,4-dimethoxyphenyl)-6-oxo-1,6-dihydropyrimidine-5-carbonitrile